C(C)OC(C(F)F)=O 2,2-difluoro-acetic acid ethyl ester